C[Ga](C(C)(C)C)C dimethyl-tert-butyl-gallium